(s)-Pyrazole N1N=CC=C1